BrC1=CC2=C(N(C([C@H](O2)C)=O)C(C)C2=NC(=CN=C2)C(F)(F)F)C=C1 (2R)-7-bromo-2-methyl-4-{1-[6-(trifluoromethyl)pyrazin-2-yl]ethyl}-2H-1,4-benzoxazin-3-one